C1(CC1)C(=O)OC1=C(C(=CC=C1)C=C(Cl)Cl)C1=NC2=C(N1)C=CC=C2 [3-(2,2-dichlorovinyl)-2-(1H-benzimidazol-2-yl) phenyl] cyclopropanecarboxylate